tetramethyl-3,6,10,15,18-pentaoxo-1,4,7,11,14-pentaazacyclooctadecan CN1C(C(N(C(CCC(NCCNC(CCNC(C1)=O)=O)=O)=O)C)(C)C)=O